OCC1OCC(C(C1O)O)O (Hydroxymethyl)Tetrahydro-2H-Pyran-3,4,5-Triol